CC1=C(C=NC=C1)N1C(NC(C2=C1N=C(C=C2)C(F)(F)F)=O)=O 1-(4-methylpyridin-3-yl)-7-(trifluoro-methyl)pyrido[2,3-d]pyrimidine-2,4(1H,3H)-dione